COC1=C(C=C(C=C1)OC1=CC=C(C=C1)C(F)(F)F)NC(=O)C1NC(CC1)=O N-(2-Methoxy-5-(4-(trifluoromethyl)phenoxy)phenyl)-5-oxopyrrolidine-2-carboxamide